tert-Butyl 3-fluorohexahydropyrrolo[3,2-b]pyrrole-1(2H)-carboxylate FC1C2C(N(C1)C(=O)OC(C)(C)C)CCN2